C1(CC1)CNC=1C2=C(N=CN1)NC=C2C2=CC=1N(C=C2)N=CC1C(=O)N1CCN(CC1)C (5-(4-((cyclopropylmethyl)amino)-7H-pyrrolo[2,3-d]pyrimidin-5-yl)pyrazolo[1,5-a]pyridin-3-yl)(4-methylpiperazin-1-yl)methanone